BrC=1C=C2C(=CNC2=CC1)CCCN 3-(5-bromo-1H-indol-3-yl)propan-1-amine